C(C)(C)(C)C1=C2C(=NN1S(=O)(=O)C)CN=C2 tert-butyl-2-(methylsulfonyl)-2,6-dihydropyrrolo[3,4-c]pyrazole